6-chloro-3-(7-(4-fluorobenzoyl)-5-hydroxy-5-phenyl-2,3-dihydro-1H-pyrrolo[1,2-a]imidazol-6(5H)-ylidene)chroman-2,4-dione ClC=1C=C2C(C(C(OC2=CC1)=O)=C1C(=C2N(CCN2)C1(C1=CC=CC=C1)O)C(C1=CC=C(C=C1)F)=O)=O